(1r,3r)-3-(piperidine-1-carbonyl)cyclobutyl ((2-(2,6-dioxopiperidin-3-yl)-4-fluoro-3-oxoisoindolin-5-yl)methyl)carbamate O=C1NC(CC[C@H]1N1CC2=CC=C(C(=C2C1=O)F)CNC(OC1CC(C1)C(=O)N1CCCCC1)=O)=O